CN(C1=CC=C(C=C1)C(C1=C(C=CC=C1)O)=O)C p-(dimethylamino)-2-hydroxybenzophenone